CC1=CC(=NC2=CC=CC=C12)C1=NC=C(C=C1)C(F)(F)F 4-methyl-2-(5-(trifluoromethyl)pyridin-2-yl)quinolin